ClC1=C(C=CC(=C1)OC1=CC(=CC=2C=C(OC21)C)F)C(=O)C2=CNC=1N=CN=C(C12)N[C@H]1CO[C@@H](CC1)COCCS(=O)(=O)C (2-Chloro-4-((5-fluoro-2-methylbenzofuran-7-yl)oxy)phenyl)(4-(((3R,6S)-6-((2-(Methylsulfonyl)ethoxy)methyl)tetrahydro-2H-pyran-3-yl)amino)-7H-pyrrolo[2,3-d]pyrimidin-5-yl)methanone